COC1=C(N=C2C(=N1)NC(=N2)C(F)(F)F)NC2=CC(=C(C=C2)OC(F)(F)F)F 6-METHOXY-N-(3-FLUORO-4-(TRIFLUOROMETHOXY)PHENYL)-2-(TRIFLUOROMETHYL)-1H-IMIDAZO[4,5-B]PYRAZIN-5-AMINE